4-(4-Cyano-3-hydroxy-8-m-tolylethynyl-quinolin-2-yl)-4-oxo-butyric acid ethyl ester C(C)OC(CCC(=O)C1=NC2=C(C=CC=C2C(=C1O)C#N)C#CC=1C=C(C=CC1)C)=O